(4-amino-3-methylimidazo[1,5-a]pyrido[3,4-e]pyrazin-8-yl)((4aS,9bS)-8-fluoro-7-(trifluoromethoxy)-3,4,4a,9b-tetrahydrobenzofuro[3,2-b]pyridin-1(2H)-yl)methanone NC=1C=2N(C3=C(N1)C=NC(=C3)C(=O)N3[C@@H]1[C@H](CCC3)OC3=C1C=C(C(=C3)OC(F)(F)F)F)C=NC2C